9-chloro-2-(trans-4-(dimethylamino)cyclohexyl)-6-((4-methoxy-6-methyl-2-oxo-1,2-dihydropyridin-3-yl)methyl)-2,4-dimethyl-7,8-dihydro-[1,3]dioxolo[4,5-g]isoquinolin-5(6H)-one ClC=1C=2CCN(C(C2C(=C2C1OC(O2)(C)[C@@H]2CC[C@H](CC2)N(C)C)C)=O)CC=2C(NC(=CC2OC)C)=O